C(C)(C)(C)OC(=O)N1CC2=C(C=C(C=C2CC1)OCCOC)Br t-butyl-8-bromo-6-(2-methoxyethoxy)-3,4-dihydro-isoquinoline-2(1H)-carboxylate